tertiary-butyl perbenzoate C1=CC=CC=C1C(=O)OOC(C)(C)C